CCCCCCCCCCCCCCCC(=O)[C@H](CO)N 3-ketosphinganine